4-(5-(trifluoromethyl)pyrimidin-2-yl)piperidine-1-carboxylic acid tert-butyl ester C(C)(C)(C)OC(=O)N1CCC(CC1)C1=NC=C(C=N1)C(F)(F)F